[N+](=O)([O-])C1=CC=C(C=C(C(=O)OC(C)C)C#N)C=C1 isopropyl 4-nitro-α-cyanocinnamate